CC(=CCC1(C2=C(C=C(C1=O)O)OC3=C(C2=O)C(=CC(=C3C(C)(C)C=C)O)O)CC=C(C)C)C The molecule is a member of the class of xanthones that is 1H-xanthene-2,9-dione substituted by hydroxy groups at positions 3, 6 and 8, a 2-methylbut-3-en-2-yl group at position 5 and two prenyl groups at position 1. IT has been isolated from Hypericum erectum and Hypericum sampsonii. It has a role as a plant metabolite. It is a member of xanthones and a polyphenol.